8-fluoroadenine FC1=NC2=NC=NC(=C2N1)N